FC=1C=C2C(=CNC2=CC1)B1OC(C(O1)(C)C)(C)C 5-fluoro-3-(4,4,5,5-tetramethyl-1,3,2-dioxaborolan-2-yl)-1H-indole